FC1=C(C=CC(=C1)OC(F)(F)F)C(C)N1C[C@@H](N(C[C@H]1C)C1=CC(N(C=2C=CC(=NC12)C#N)C)=O)C 8-((2s,5r)-4-(1-(2-fluoro-4-(trifluoromethoxy)phenyl)ethyl)-2,5-dimethylpiperazin-1-yl)-5-methyl-6-oxo-5,6-dihydro-1,5-naphthyridine-2-carbonitrile